OCC(CO)C(N)=O 1,3-dihydroxy-2-carbamoylpropane